C(C)C1=NC(=NO1)C=1C=C2CC[C@H](C2=CC1)NC(=O)C=1C=NN(C1C)CCCO (R)-N-(5-(5-ethyl-1,2,4-oxadiazol-3-yl)-2,3-dihydro-1H-inden-1-yl)-1-(3-hydroxypropyl)-5-methyl-1H-pyrazole-4-carboxamide